C(#C)C1=CC=C(C=C1)C1CCC(CC1)C1CCC(CC1)CCCCC 4-(4-ethynylphenyl)-4'-pentyl-1,1'-bicyclohexane